NCC(CO)CC1=CC=C(C=C1)C(F)(F)F 3-amino-2-{[4-(trifluoromethyl)phenyl]methyl}propan-1-ol